((R)-4-(2-aminooxazolo[4,5-c]pyridin-7-yl)morpholin-2-yl)((R)-8-chloro-1-methyl-6-(trifluoromethyl)-3,4-dihydroisoquinolin-2(1H)-yl)methanone NC=1OC2=C(C=NC=C2N2C[C@@H](OCC2)C(=O)N2[C@@H](C3=C(C=C(C=C3CC2)C(F)(F)F)Cl)C)N1